tert-butyl (2R,4R)-4-(2,3-dichloro-6-methoxyphenyl)-2-(prop-2-en-1-yl)pyrrolidine-1-carboxylate ClC1=C(C(=CC=C1Cl)OC)[C@H]1C[C@H](N(C1)C(=O)OC(C)(C)C)CC=C